NC=1C=C2C(=NC(=NC2=C(C1C=1C=C(C=C2C=CC(=CC12)F)OCOC)F)OCC(F)(F)F)N1C[C@H]2CC[C@@H](C1)N2C(=O)OC(C)(C)C 8-(6-amino-4-((1R,5S)-8-(tert-butoxycarbonyl)-3,8-diazabicyclo[3.2.1]octane-3-yl)-8-fluoro-2-(2,2,2-trifluoroethoxy)quinazolin-7-yl)-2-fluoro-6-(methoxymethoxy)naphthalene